1-(Cyclopropylimino)-4-(4-(((3S,4S)-4-fluoropyrrolidin-3-yl)amino)-6-methylquinazolin-2-yl)-2,3,4,5-tetrahydrobenzo[f][1,4]thiazepine C1(CC1)N=S1CCN(CC2=C1C=CC=C2)C2=NC1=CC=C(C=C1C(=N2)N[C@H]2CNC[C@@H]2F)C